N,N-dimethyloctylammonium C[NH+](C)CCCCCCCC